FC1=C(C=CC(=C1)F)[C@@H]1N(CCC1)C1=NC=2N(C=C1)N=CC2C2=CC=CC(=N2)N2CCN(CC2)C2CCN(CC2)CC2=C(C=CC=C2)NC2C(NC(CC2)=O)=O 3-((2-((4-(4-(6-(5-((R)-2-(2,4-difluorophenyl)pyrrolidin-1-yl)pyrazolo[1,5-a]pyrimidin-3-yl)pyridin-2-yl)piperazin-1-yl)piperidin-1-yl)methyl)phenyl)amino)piperidine-2,6-dione